3-(2-chloro-4-fluoro-5-nitrophenyl)-5-methyl-4,5-dihydroisoxazole-5-carboxylic acid ethyl ester C(C)OC(=O)C1(CC(=NO1)C1=C(C=C(C(=C1)[N+](=O)[O-])F)Cl)C